O[C@@H]1[C@H](C[C@H]([C@@H]1O)N1C=CC2=C1N=CN=C2C)OC2=C(C(=O)N)C=C(C=C2)F 2-(((1S,2S,3S,4R)-2,3-dihydroxy-4-(4-methyl-7H-pyrrolo[2,3-d]pyrimidin-7-yl)cyclopentyl)oxy)-5-fluorobenzamide